FC1=CC=C(C=C1)C1=CCCCC1 4-fluorophenylcyclohexene